CN1N=CC(=C1)C1=CC2=C(O[C@H](C(N2)=O)[C@@H](C2=CC=CC=C2)NCCC2=CC=C(C#N)C=C2)N=C1 4-(2-(((R)-((S)-7-(1-methyl-1H-pyrazol-4-yl)-2-oxo-2,3-dihydro-1H-pyrido[2,3-b][1,4]oxazin-3-yl)(phenyl)methyl)amino)ethyl)benzonitrile